P(OC=C)([O-])=O vinyl Phosphonate